C1(=CC=CC=C1)COCCOCCOCCOCCOCCOCC1CCC(CC1)NC(OC(C)(C)C)=O 1-Tert-Butyl ((1R,4R)-4-(18-phenyl-2,5,8,11,14,17-hexaoxaoctadecyl)cyclohexyl)carbamate